C[C@H](C=C)N(C(OCC)=O)CC=O ethyl (R)-but-3-en-2-yl(2-oxoethyl)carbamate